(1-ethyl-3-piperidyl)thieno[2,3-d]pyridazin-7-amine C(C)N1CC(CCC1)C1=CC=2C(=C(N=NC2)N)S1